N-(2-amino-2-methylpropyl)-6-(6-(difluoromethoxy)-3-methyl-1H-indol-2-yl)pyrazine-2-carboxamide NC(CNC(=O)C1=NC(=CN=C1)C=1NC2=CC(=CC=C2C1C)OC(F)F)(C)C